(Z)-1-(4-Hydroxyphenyl)-3-(4-methoxyphenyl)prop-2-en-1-one OC1=CC=C(C=C1)C(\C=C/C1=CC=C(C=C1)OC)=O